N-((1r,4r)-4-(2-Methoxyethoxy)cyclohexyl)-5,6-dihydrobenzo[f]imidazo[1,5-d][1,4]oxazepine-10-carboxamide COCCOC1CCC(CC1)NC(=O)C=1C=CC2=C(C=3N(CCO2)C=NC3)C1